C(C)(SCCOC1=CC(=CC=C1)Br)=O S-2-(3-bromophenoxy)ethyl ethanethioate